ClC=1C(=CC2=CN(N=C2C1)C)N=C1NC(N(N=C1CC1=C(C=C(C(=C1)F)F)F)CC1=NN(C=N1)C)=O 5-((6-chloro-2-methyl-2H-indazol-5-yl)imino)-2-((1-methyl-1H-1,2,4-triazol-3-yl)methyl)-6-(2,4,5-trifluorobenzyl)-4,5-dihydro-1,2,4-triazin-3(2H)-one